bis-trimethylphenyl-ammonium citraconate C(\C(\C)=C/C(=O)[O-])(=O)[O-].C[N+](C1=CC=CC=C1)(C)C.C[N+](C1=CC=CC=C1)(C)C